5-methyl-1-heptanol CC(CCCCO)CC